4-(4-(3-propenoylazetidin-1-yl)-7H-pyrrolo[2,3-d]pyrimidin-5-yl)-N-(pyridin-2-yl)benzamide C(C=C)(=O)C1CN(C1)C=1C2=C(N=CN1)NC=C2C2=CC=C(C(=O)NC1=NC=CC=C1)C=C2